3-((3-(4-(2-(methylsulfonyl)phenoxy)-3-(trifluoromethyl)phenyl)-1,2,4-oxadiazol-5-yl)methyl)-1,3,8-triazaspiro[4.5]decane-8-carboxylic acid tert-butyl ester C(C)(C)(C)OC(=O)N1CCC2(CN(CN2)CC2=NC(=NO2)C2=CC(=C(C=C2)OC2=C(C=CC=C2)S(=O)(=O)C)C(F)(F)F)CC1